BrC1=CC(=CC=2C3=C(OC21)C(=CC(=C3)C)C)Cl 6-bromo-8-chloro-2,4-dimethyldibenzofuran